COC1=C2C(=NC=NC2=CC(=C1)OC1COC1)NC1=CC=C(C=C1)NC(CN1N=NC(=C1)C(C)C)=O N-(4-{[5-methoxy-7-(oxetan-3-yloxy)quinazolin-4-yl]amino}phenyl)-2-[4-(propan-2-yl)-1H-1,2,3-triazol-1-yl]acetamide